S-acetylthioglycolic acid N-succinimidyl ester CC(=O)SCC(=O)ON1C(=O)CCC1=O